N-(7-(N,N-bis(4-methoxybenzyl)sulfamoyl)-2-(difluoromethyl)-2H-indazol-5-yl)-2-(2-chlorophenyl)acetamide COC1=CC=C(CN(S(=O)(=O)C2=CC(=CC3=CN(N=C23)C(F)F)NC(CC2=C(C=CC=C2)Cl)=O)CC2=CC=C(C=C2)OC)C=C1